thiodi-propionic acid S(CCC(=O)O)CCC(=O)O